1,3-Dibromo-5-(methyl-d3)benzene BrC1=CC(=CC(=C1)C([2H])([2H])[2H])Br